tert-butyl rac-(3S)-3-[(6-chloropyrazolo[3,4-d]pyrimidin-1-yl)methyl]piperidine-1-carboxylate ClC1=NC=C2C(=N1)N(N=C2)C[C@@H]2CN(CCC2)C(=O)OC(C)(C)C |r|